5-tert-butyl-1,2,4-oxadiazole-2-carboxylate C(C)(C)(C)C1=NCN(O1)C(=O)[O-]